tert-butyl N-tert-butoxycarbonyl-N-[2-[(5S)-2-oxo-3-[3-oxo-4-(2-trimethylsilylethoxymethyl)pyrazino[2,3-b][1,4]oxazin-6-yl]oxazolidin-5-yl]ethyl]carbamate C(C)(C)(C)OC(=O)N(C(OC(C)(C)C)=O)CC[C@H]1CN(C(O1)=O)C1=NC2=C(OCC(N2COCC[Si](C)(C)C)=O)N=C1